FC1(OC2=C(O1)C=CC(=C2)[C@H](C)OC2=NC=CC(=C2)N2N=C(C=1CN(C[C@@H](C12)OC1=CC=C(C(=O)O)C=C1)C)C(F)(F)F)F 4-[[(7S)-1-[2-[(1S)-1-(2,2-difluoro-1,3-benzodioxol-5-yl)ethoxy]-4-pyridyl]-5-methyl-3-(trifluoromethyl)-6,7-dihydro-4H-pyrazolo[4,3-c]pyridine-7-yl]oxy]benzoic acid